C1=C(C=CC=2OC3=C(C21)C=CC=C3)S(=O)(=O)Cl Dibenzo[b,d]Furan-2-sulfonyl chloride